9-Bromo-8-((3R,5S)-3,5-dimethyl-piperazin-1-yl)-6,6-dimethyl-11-oxo-6,11-dihydro-5H-benzo[b]carbazole-3-carbonitrile BrC1=CC2=C(C(C=3NC4=CC(=CC=C4C3C2=O)C#N)(C)C)C=C1N1C[C@H](N[C@H](C1)C)C